C1(CC1)C=1N=NN(C1)[C@H](C(=O)N1[C@@H](C[C@H](C1)O)C(=O)N)C(C)(C)C (2S,4R)-1-((S)-2-(4-cyclopropyl-1H-1,2,3-triazol-1-yl)-3,3-dimethylbutanoyl)-4-hydroxypyrrolidine-2-carboxamide